FC(C)(F)C=1C=C(C(=O)NC2=CC(=C(C=C2)C)C=2C=NC3=CC(=NC=C3C2)NC)C=CN1 2-(1,1-difluoroethyl)-N-(4-methyl-3-(7-(methylamino)-1,6-naphthyridin-3-yl)phenyl)isonicotinamide